C(C1=CC=CC=C1)NC([C@@H]([C@H](\C=C\C1=CC(=CC=C1)F)C)C1=CC=C(C=C1)C)=O (2S,3S,E)-N-benzyl-5-(3-fluorophenyl)-3-methyl-2-(p-tolyl)pent-4-enamide